((2S,4R,5R)-4-acetoxy-5-(6-chloro-4-(tetrahydro-1H-furo[3,4-c]pyrrol-5(3H)-yl)-1H-pyrazolo[3,4-d]pyrimidin-1-yl)-3-methylenetetrahydrofuran-2-yl)methyl benzoate C(C1=CC=CC=C1)(=O)OC[C@H]1O[C@H]([C@@H](C1=C)OC(C)=O)N1N=CC=2C1=NC(=NC2N2CC1C(C2)COC1)Cl